7-fluoro-5-(2-hydroxyethyl)chroman-8-carbonitrile FC1=CC(=C2CCCOC2=C1C#N)CCO